1-decyl-azepane C(CCCCCCCCC)N1CCCCCC1